N-(2-((2R,3S)-1-ethyl-2-methylpiperidin-3-yl)thieno[2,3-b]pyridin-4-yl)benzo[d]thiazol-5-amine C(C)N1[C@@H]([C@H](CCC1)C1=CC=2C(=NC=CC2NC=2C=CC3=C(N=CS3)C2)S1)C